BrC1=C(C=C2C(=C(N(C2=C1)C1=CC(=C(C=C1)F)C)C)C#N)O 6-bromo-1-(4-fluoro-3-methylphenyl)-5-hydroxy-2-methyl-1H-indole-3-carbonitrile